5-[4,6-bis[(2r,6s)-2,6-dimethylmorpholin-4-yl]-1,3,5-triazin-2-yl]-4-(difluoromethyl)pyridin-2-amine C[C@@H]1CN(C[C@@H](O1)C)C1=NC(=NC(=N1)N1C[C@H](O[C@H](C1)C)C)C=1C(=CC(=NC1)N)C(F)F